(S)-1-Amino-2-(1-methacryloylpiperidin-2-yl)-4-(4-((4-methylpyridin-2-yl)carbamoyl)phenyl)-1H-imidazol-5-carboxamid NN1C(=NC(=C1C(=O)N)C1=CC=C(C=C1)C(NC1=NC=CC(=C1)C)=O)[C@H]1N(CCCC1)C(C(=C)C)=O